[6-(5-cyclopropyl-4H-1,2,4-triazol-3-yl)-2-azaspiro[3.3]heptan-2-yl]-[3-[2-[1-(trifluoromethyl)cyclopropyl]pyrimidin-5-yl]azetidin-1-yl]methanone C1(CC1)C=1NC(=NN1)C1CC2(CN(C2)C(=O)N2CC(C2)C=2C=NC(=NC2)C2(CC2)C(F)(F)F)C1